2-(phenethyl)benzyl bromide C(CC1=CC=CC=C1)C1=C(CBr)C=CC=C1